2,4-dioxo-tetrahydro-pyrimidine O=C1NCCC(N1)=O